1-cyclopropyl-6-fluoro-8-methoxy-7-[(4aS,7aS)-octahydro-6H-pyrrolo[3,4-b]pyridin-6-yl]-4-oxo-1,4-dihydro-3-quinolinecarboxylic acid hydrochloride Cl.C1(CC1)N1C=C(C(C2=CC(=C(C(=C12)OC)N1C[C@H]2NCCC[C@H]2C1)F)=O)C(=O)O